FC12CC(C1)(C2)C2=NC(=NO2)C2CCN(CC2)C(CC2=NC(=NO2)C)=O 1-(4-(5-(3-fluorobicyclo[1.1.1]pentan-1-yl)-1,2,4-oxadiazol-3-yl)piperidin-1-yl)-2-(3-methyl-1,2,4-oxadiazol-5-yl)ethan-1-one